FC(C=1C=C(C=CC1)N1CCNCC1)(F)F 4-[3-(trifluoromethyl)phenyl]piperazine